C1(=CC=CC=C1)C1=C(C2=CC=CC=C2C=2C=CC=CC12)C(=O)OCC Ethyl 10-phenylphenanthrene-9-carboxylate